aminofluoran NF